ClC=1C=C(C=CC1)C1=NN(C(C1)C1=CC2=C(OCCO2)C=C1)C(NC1=CC=CC=C1)=S 3-(3-chlorophenyl)5-(2,3-dihydrobenzo[1,4]dioxin-6-yl)-N-phenyl-4,5-dihydro-1H-pyrazole-1-thioamide